N-((1-aminomethyl)benzyl)amine NCC(C1=CC=CC=C1)N